iodo-3-(2-pyridyl)-1,2,4-triazole IC1=NC(=NN1)C1=NC=CC=C1